FC(N1C=2C=3N=CC=C([C@H](CCC[C@H](C(NC2C=N1)=O)C)NC(OC(C)(C)C)=O)C3)F tert-butyl N-[(9R,13S)-3-(difluoromethyl)-9-methyl-8-oxo-3,4,7,17-tetraazatricyclo[12.3.1.02,6]octadeca-1(18),2(6),4,14,16-pentaen-13-yl]carbamate